(E)-3-(3-Bromo-4-fluorophenyl)-1-[4-(4-hydroxypiperidin-1-yl)phenyl]prop-2-en-1-one BrC=1C=C(C=CC1F)/C=C/C(=O)C1=CC=C(C=C1)N1CCC(CC1)O